COC1CCC(CC1)OS(=O)(=O)C1=CC=C(C=C1)C 4-methylbenzenesulfonic acid (1s,4s)-4-methoxycyclohexyl ester